3-[([2,3'-Bipyridyl]-6-yl)amino]-5-fluoro-N-[(1S,2S)-2-hydroxycyclohexyl]-4-methylbenzamide N1=C(C=CC=C1NC=1C=C(C(=O)N[C@@H]2[C@H](CCCC2)O)C=C(C1C)F)C=1C=NC=CC1